C(C)OC(=O)C1OCC2(CO1)[C@@H](CC[C@H](C2)C)C(C)C.C(CCC)P(CCP(CCCC)CCCC)CCCC 1,2-bis(di-n-butyl-phosphino)ethane ethyl-(7S,10R)-7-isopropyl-10-methyl-2,4-dioxaspiro[5.5]undecane-3-carboxylate